(R)-(6,7-dichloro-1-methyl-3,4-dihydropyrimido[1,6-a]indol-2(1H)-yl)(5-methoxypyrimidin-2-yl)methanone ClC1=C2C=C3N(C2=CC=C1Cl)[C@H](N(CC3)C(=O)C3=NC=C(C=N3)OC)C